ClC1=NC=C(C=C1NC(=O)N[C@@H](C)C=1N(N=CN1)C1=NC=CC=N1)Cl 1-(2,5-dichloro-3-pyridyl)-3-[(1S)-1-(2-pyrimidin-2-yl-1,2,4-triazol-3-yl)ethyl]urea